COC=1C=CC=2N(C1)C=C(N2)C2=C1C=C(N=CC1=C(N=C2)NC)NC(=O)C2CC2 N-(5-(6-methoxyimidazo[1,2-a]pyridin-2-yl)-8-(methylamino)-2,7-naphthyridin-3-yl)cyclopropanecarboxamide